CC1=C(C(=CC=C1)C)N[S@@](=O)C1=CC=CC=C1 (S)-N-(2,6-Dimethylphenyl)benzenesulfinamide